N-(2-(bromomethyl)-3-(dimethylamino)allylidene)-N-methylmethanaminium Chloride [Cl-].BrCC(C=[N+](C)C)=CN(C)C